C1CC12CCC(CC2)N spiro[2.5]octan-6-amine